O=C1NC(CCC1N1C(C2=CC=C(C=C2C1=O)N1CCC(CC1)CN1C[C@H](CC1=O)CN1CCN(CC1)C(=O)OCC1=CC=CC=C1)=O)=O benzyl 4-[[(3R)-1-[[1-[2-(2,6-dioxo-3-piperidyl)-1,3-dioxo-isoindolin-5-yl]-4-piperidyl]methyl]-5-oxo-pyrrolidin-3-yl]methyl]piperazine-1-carboxylate